(4R and S,6'S)-6-Chloro-5-fluoro-6'-methylspiro[benzo[d][1,3]oxazine-4,3'-piperidin]-2(1H)-one ClC1=C(C2=C(NC(O[C@@]23CN[C@H](CC3)C)=O)C=C1)F |&1:8|